C(C)(C)(C)OC(=O)N1C[C@H]([C@@H](CCC1)CC1=C2C=CN(C2=C(C=C1C)C)C(=O)OC(C)(C)C)C1=CC=C(C=C1)C(=O)OC(C)(C)C tert-butyl 4-(((3R,4S)-1-(tert-butoxycarbonyl)-3-(4-(tert-butoxycarbonyl) phenyl)azepan-4-yl)methyl)-5,7-dimethyl-1H-indole-1-carboxylate